C12CN(CCC2NC1)C1=NC(=CC(=N1)NC=1C=C2C=NNC2=CC1)C N-(2-(3,7-diazabicyclo[4.2.0]oct-3-yl)-6-methylpyrimidin-4-yl)-1H-indazol-5-amine